COC1=CC(=C2C=CC=NC2=C1)C1(CC1)NC(C1=C(C=CC(=C1)OCC1N(CCC2=CC=CC=C12)C)C)=O N-(1-(7-Methoxyquinolin-5-yl)cyclopropyl)-2-methyl-5-((2-methyl-1,2,3,4-tetrahydroisoquinolin-1-yl)methoxy)benzamide